pentatriacontanoic acid arachidyl ester C(CCCCCCCCCCCCCCCCCCC)OC(CCCCCCCCCCCCCCCCCCCCCCCCCCCCCCCCCC)=O